FC=1C(=C2C(=NC1)NC=C2)SC=2C=CC=1C(=NC=C(N1)N1CCC3([C@@H]([C@@H](OC3)C)N)CC1)N2 (3S,4S)-8-(6-((5-fluoro-1H-pyrrolo[2,3-b]pyridin-4-yl)thio)pyrido[2,3-b]pyrazin-2-yl)-3-methyl-2-oxa-8-azaspiro[4.5]decan-4-amine